(1aR,5aR)-2-(2,4-Difluoro-phenyl)-1a,2,5,5a-tetrahydro-1H-2,3-diaza-cyclopropa[a]pentalene-4-carboxylic acid (6-methanesulfonyl-pyridin-3-yl)-amide CS(=O)(=O)C1=CC=C(C=N1)NC(=O)C=1C=2C[C@@H]3[C@H](C2N(N1)C1=C(C=C(C=C1)F)F)C3